(-)-2-(3-methylphenyl)-3-[1-(2-methylphenyl)-6-oxo-1,6-dihydropyridazin-3-yl]-4,5,6,7-tetrahydropyrazolo[1,5-a]pyrimidine-6-carbonitrile CC=1C=C(C=CC1)C1=NN2C(NCC(C2)C#N)=C1C1=NN(C(C=C1)=O)C1=C(C=CC=C1)C